FC=1C(=C(C(=O)O)C(=CC1)OC)N1N=CC=N1 3-fluoro-6-methoxy-2-(2H-1,2,3-triazol-2-yl)benzoic acid